1-(2-(benzylamino)-2-oxoethyl)-1-(2-((4-methyl-2-(morpholine-4-carbonyl)thiophen-3-yl)amino)-2-oxoethyl)azepan-1-ium C(C1=CC=CC=C1)NC(C[N+]1(CCCCCC1)CC(=O)NC1=C(SC=C1C)C(=O)N1CCOCC1)=O